C(CCCCC)C(C(=O)OCCCCCCCCN(CCOC(NCCN(C)C)=O)CCCCCC(=O)OCCCCCCCCCCC)CCCCCCCC undecyl 10-(8-((2-hexyldecanoyl) oxy) octyl)-2-methyl-6-oxo-7-oxa-2,5,10-triazahexadecan-16-oate